N-(1-(1-methylpiperidin-4-yl)-1H-pyrazol-4-yl)-3-(1-oxo-1,2,3,4-tetrahydropyrrolo[1,2-a]pyrazin-7-yl)-1H-pyrrolo[2,3-b]pyridine-5-carboxamide CN1CCC(CC1)N1N=CC(=C1)NC(=O)C=1C=C2C(=NC1)NC=C2C=2C=C1N(CCNC1=O)C2